1-(6-(6-chloro-2-(3-(dimethylamino)azetidin-1-yl)-8-fluoro-7-(5-methyl-1H-indazol-4-yl)quinazolin-4-yl)-2,6-diazaspiro[3.4]oct-2-yl)prop-2-en-1-one ClC=1C=C2C(=NC(=NC2=C(C1C1=C2C=NNC2=CC=C1C)F)N1CC(C1)N(C)C)N1CC2(CN(C2)C(C=C)=O)CC1